triphenylsulfonium nonanate C(CCCCCCCC)(=O)[O-].C1(=CC=CC=C1)[S+](C1=CC=CC=C1)C1=CC=CC=C1